rac-rel-trans-(3aR,7aR)-3a-(5-(piperidin-1-ylmethyl)-5,6-dihydro-1,4,2-dioxazin-3-yl)octahydropyrano[3,4-c]pyrrole N1(CCCCC1)C[C@H]1OC(=NOC1)[C@@]12CNC[C@@H]1CCOC2 |o1:7,13,17|